N1-cyclohexyl-N4-((6-fluoropyridin-3-yl)methyl)-N1-methyl-N4-((1-(phenylsulfonyl)-1H-indol-3-yl)methyl)butane-1,4-diamine C1(CCCCC1)N(CCCCN(CC1=CN(C2=CC=CC=C12)S(=O)(=O)C1=CC=CC=C1)CC=1C=NC(=CC1)F)C